N1(N=CC=C1)C1=CC=C(CC2=C3C(=NC(=C2)C(=O)O)CCO3)C=C1 7-(4-(1H-pyrazol-1-yl)benzyl)-2,3-dihydrofuro[3,2-b]pyridine-5-carboxylic acid